O=C(CC#N)N1CCNCC1 3-oxo-3-(piperazin-1-yl)propanenitrile